(9H-fluoren-9-yl)methyl (((3R,5S)-1-(2-(4-amino-6-(trifluoromethyl)-9H-pyrimido[4,5-b]indol-9-yl)acetyl)-5-((6-bromopyridin-2-yl)carbamoyl)pyrrolidin-3-yl)methyl)carbamate NC1=NC=NC=2N(C3=CC=C(C=C3C21)C(F)(F)F)CC(=O)N2C[C@H](C[C@H]2C(NC2=NC(=CC=C2)Br)=O)CNC(OCC2C1=CC=CC=C1C=1C=CC=CC21)=O